The molecule is an anionic ganglioside obtained by deprotonation of the neuraminosyl carboxy groups of ganglioside GD3 (d18:1/C18:0); major species at pH 7.3. It is an anionic ganglioside and a ganglioside GD3(2-). It is a conjugate base of an alpha-Neu5Ac-(2->8)-alpha-Neu5Ac-(2->3)-beta-Gal-(1->4)-beta-Glc-(1<->1')-Cer(d18:1/18:0). CCCCCCCCCCCCCCCCCC(=O)N[C@@H](CO[C@H]1[C@@H]([C@H]([C@@H]([C@H](O1)CO)O[C@H]2[C@@H]([C@H]([C@H]([C@H](O2)CO)O)O[C@@]3(C[C@@H]([C@H]([C@@H](O3)[C@@H]([C@@H](CO)O[C@@]4(C[C@@H]([C@H]([C@@H](O4)[C@@H]([C@@H](CO)O)O)NC(=O)C)O)C(=O)[O-])O)NC(=O)C)O)C(=O)[O-])O)O)O)[C@@H](/C=C/CCCCCCCCCCCCC)O